FC(C(=O)O)(F)F.CC1=C(C=NN1)C1=C(C=CC=C1C(F)(F)F)NC1=CC(=NC=2C=CNC(C12)=O)NC(=O)C1CC1 N-(4-((2-(5-Methyl-1H-pyrazol-4-yl)-3-(trifluoromethyl)phenyl)amino)-5-oxo-5,6-dihydro-1,6-naphthyridin-2-yl)cyclopropanecarboxamide Trifluoroacetic Acid Salt